N-((2R,3S)-1-(5-(difluoromethoxy)pyridin-2-yl)-2-((((CIS)-4-phenylcyclohexyl)oxy)methyl)-pyrrolidin-3-yl)methanesulfonamide FC(OC=1C=CC(=NC1)N1[C@H]([C@H](CC1)NS(=O)(=O)C)CO[C@@H]1CC[C@@H](CC1)C1=CC=CC=C1)F